2-{[(4aS,7aR)-1-methyl-octahydro-1H-cyclopenta[b]pyridin-4a-yl]methoxy}-7-[8-ethynyl-7-fluoro-3-(methoxymethoxy)naphthalen-1-yl]-8-fluoroquinazolin-4-ol CN1[C@H]2[C@@](CCC1)(CCC2)COC2=NC1=C(C(=CC=C1C(=N2)O)C2=CC(=CC1=CC=C(C(=C21)C#C)F)OCOC)F